(Rac)-(3R,4aS,10bR)-3-methyl-8-(trifluoromethyl)-1,2,3,4,4a,5,6,10b-octahydrobenzo[h]quinoline hydrochloride Cl.C[C@H]1CN[C@H]2C3=C(CC[C@H]2C1)C=C(C=C3)C(F)(F)F |r|